1-(7-methylthieno[3,2-d]pyrimidin-4-yl)-N3-(3-methyl-4-(3-(R)-methyl-4-((1s,2s,4r)-bicyclo[2.2.1]hept-2-yl)piperazin-1-yl)phenyl)-1H-1,2,4-triazole-3,5-diamine CC1=CSC2=C1N=CN=C2N2N=C(N=C2N)NC2=CC(=C(C=C2)N2C[C@H](N(CC2)[C@@H]2[C@H]1CC[C@@H](C2)C1)C)C